ethyl 7-[tert-butyl (dimethyl) silyl]oxy-5-cyclopropyl-6,7-dihydro-5H-pyrrolo[1,2-b][1,2,4]triazole-2-carboxylate [Si](C)(C)(C(C)(C)C)OC1CC(N2N=C(N=C21)C(=O)OCC)C2CC2